ClC=1C=C(C=C(C1OC=1C=C2C3(C(NC2=CC1)=O)C(C3)C)Cl)N3N=C(C(NC3=O)=O)NC(OC(C)(C)C)=O t-butyl (2-(3,5-dichloro-4-((2-methyl-2'-oxospiro[cyclopropane-1,3'-indolin]-5'-yl)oxy)phenyl)-3,5-dioxo-2,3,4,5-tetrahydro-1,2,4-triazin-6-yl)carbamate